FC(C1=NN(C(=C1)C(F)(F)F)CC(=O)N1CCC(CC1)C1=CC(=NC=C1)C(=O)NC1CCCC2=CC=CC=C12)(F)F 4-[1-[2-[3,5-bis(trifluoromethyl)pyrazol-1-yl]acetyl]-4-piperidyl]-N-tetralin-1-yl-pyridine-2-carboxamide